BrC1=C(C(=CC=C1)OC=C)F bromo-2-fluoro-3-(vinyloxy)benzene